C(C)OC(CCCCCC1C(C1)CCCCCCCCC(CCCCCCCCC)CN(C)C)=O.C(#N)C=1C=C(C=C(C1)F)NC(C)=O N-(3-cyano-5-fluorophenyl)acetamid ethyl-6-(2-{9-[(dimethylamino)methyl]octadecyl}cyclopropyl)hexanoate